beta-L-talose O[C@@H]1[C@H](O)[C@H](O)[C@H](O)[C@@H](O1)CO